COC1=C(C=CC=C1)C1=C(C=CC(=C1)OC)S(=O)(=O)N1CCC(CC1)(C(=O)N[C@@H](C)\C=C/S(=O)(=O)C)F (S,Z)-1-((2',5-dimethoxy-[1,1'-biphenyl]-2-yl)sulfonyl)-4-fluoro-N-(4-(methylsulfonyl)but-3-en-2-yl)piperidine-4-carboxamide